Potassium Bismuth [Bi].[K]